(+)-2-(4-Chlorobenzyl)-2-fluoro-3-hydroxy-2,3-dihydro-1H-inden-1-one ClC1=CC=C(CC2(C(C3=CC=CC=C3C2O)=O)F)C=C1